C(C1=CC=CC=C1)OC1=C(C(=CC(=C1C)O)O)C(=O)N1CC2=CC=C(C=C2C1)CN1CCNCC1 (2-benzyloxy-4,6-dihydroxy-3-methyl-phenyl)-[5-(piperazin-1-ylmethyl)isoindolin-2-yl]methanone